[Si](C)(C)(C(C)(C)C)OCC=1N=C2N(CCN(C2)C(=O)OC(C)(C)C)C1 tert-butyl 2-(((tert-butyldimethylsilyl) oxy) methyl)-5,6-dihydroimidazo[1,2-a]pyrazine-7(8H)-carboxylate